1-(chloromethyl)-4-[[(1Z)-2-ethoxy-3,3,3-trifluoro-1-propen-1-yl]oxy]benzene ClCC1=CC=C(C=C1)O\C=C(\C(F)(F)F)/OCC